1-cyclopentylacetone oxime C1(CCCC1)CC(C)=NO